benzyl (2S)-2-[2-[tert-butoxycarbonyl(methyl)amino]-ethylamino]-3-methyl-butanoate C(C)(C)(C)OC(=O)N(CCN[C@H](C(=O)OCC1=CC=CC=C1)C(C)C)C